N1=C(C=CC=C1)C(=O)N1CC2=C(CC1)C=C(S2)C2=NOC(=N2)C(F)(F)F pyridin-2-yl(2-(5-(trifluoromethyl)-1,2,4-oxadiazol-3-yl)-4,7-dihydrothieno[2,3-c]pyridin-6(5H)-yl)methanone